NC=1C=2N(C3=CC(=C(C=C3N1)F)C(=O)N1CC(OCC1C1=NC=C(C=C1)C(F)(F)F)(C)C)C=NC2 (4-amino-7-fluoroimidazo[1,5-a]quinoxalin-8-yl)(2,2-dimethyl-5-(5-(trifluoromethyl)pyridin-2-yl)morpholino)methanone